CC(CC(C#CC1=CC=CC=C1)=C)C (5-methyl-3-methylenehex-1-yn-1-yl)benzene